(1R,2R)-2-ethyl-N-{[3-(4-{[(3S,4R)-3-fluoro-1-methylpiperidin-4-yl]amino}-1-(2,2,2-trifluoroethyl)-1H-indol-2-yl)-1,2,4-oxadiazol-5-yl]methyl}cyclopropane-1-carboxamide C(C)[C@H]1[C@@H](C1)C(=O)NCC1=NC(=NO1)C=1N(C2=CC=CC(=C2C1)N[C@H]1[C@H](CN(CC1)C)F)CC(F)(F)F